5-bromo-2-(4-chloro-benzoyl)-benzoic acid BrC=1C=CC(=C(C(=O)O)C1)C(C1=CC=C(C=C1)Cl)=O